NCCOCCOCCNC(=O)CCC(C(=O)O)N1CCN(CCN(CCN(CC1)CC(=O)O)CC(=O)O)CC(=O)O 4-({2-[2-(2-aminoethoxy)ethoxy]ethyl}carbamoyl)-2-[4,7,10-tris(carboxymethyl)-1,4,7,10-tetraazacyclododecane-1-yl]butanoic acid